FC=1C=C(C=C2CCN3C(C12)CCC3C)OC 10-fluoro-8-methoxy-3-methyl-1,2,3,5,6,10b-hexahydropyrrolo[2,1-a]isoquinoline